11-{(1R)-1-[1-Benzyl-4-(2,5-difluorophenyl)-1H-pyrrol-2-yl]-2,2-dimethylpropyl}-2,2-dimethyl-6,12-dioxo-5-oxa-14-thia-7,11-diaza-2-silaicosan C(C1=CC=CC=C1)N1C(=CC(=C1)C1=C(C=CC(=C1)F)F)[C@@H](C(C)(C)C)N(CCCNC(OCC[Si](C)(C)C)=O)C(CSCCCCCC)=O